C(C)(C)(C)N1[C@H](CCC1)CN1C(C=2NC=3N(C(C2C1)=O)N=C(C3)CC)=O |r| tert-butyl-(±)-2-[(2-ethyl-5,8-dioxo-5,8-dihydro-4H-pyrazolo[1,5-a]pyrrolo[3,4-d]pyrimidin-6(7H)-yl)methyl]pyrrolidine